6-bromo-3,8-dimethyl-3-phenyl-2,3-dihydroimidazo[1,5-a]pyridine-1,5-dione BrC1=CC(=C2N(C1=O)C(NC2=O)(C2=CC=CC=C2)C)C